methyl (5Z)-5-(2-ethoxy-1-nitro-2-oxo-ethylidene)pyrrolidine-2-carboxylate C(C)OC(/C(/[N+](=O)[O-])=C/1\CCC(N1)C(=O)OC)=O